β-(3,4-epoxycyclohexyl)-ethyl-triethoxysilane C1(CC2C(CC1)O2)CC[Si](OCC)(OCC)OCC